ClCCN1C(=NC2=C(C1=O)C=NN2C2=CC=CC=C2)C=2C=NC(=CC2)Cl 5-(2-chloroethyl)-6-(6-chloropyridin-3-yl)-1-phenyl-1,5-dihydro-4H-pyrazolo[3,4-d]pyrimidin-4-one